ClC=1C(=NC(=C(C1)F)C1=C(C2=C(OC(O2)(F)F)C=C1)C)C(=O)OC Methyl 3-chloro-6-(2,2-difluoro-4-methylbenzo[d][1,3]dioxol-5-yl)-5-fluoropicolinate